2,2'-(2,5-dioxopiperazine-1,4-diyl)bis(N-isobutyl-N-(4-methoxybenzyl)acetamide) O=C1N(CC(N(C1)CC(=O)N(CC(C)C)CC1=CC=C(C=C1)OC)=O)CC(=O)N(CC1=CC=C(C=C1)OC)CC(C)C